COC1=NC=CC(=C1)C(C(=O)N1C2=NC(=C(C=C2CC[C@]12CNCC2)C=2N=NN(N2)C)C)C 2-(2-methoxypyridin-4-yl)-1-[(2S)-7-methyl-6-(2-methyl-2H-tetrazol-5-yl)-3,4-dihydro-1H-spiro[1,8-naphthyridine-2,3'-pyrrolidin]-1-yl]propan-1-one